C(C)(=O)C1=CC=C(C=C1)NS(=O)(=O)C=1C=2C3=C(C(N(C3=CC1)CC)=O)C=CC2 N-(4-acetylphenyl)-1-ethyl-2-oxo-1,2-dihydrobenzo[cd]indole-6-sulfonamide